C(=O)C=1C=CC(=NC1OC)C=1C(=C(C=CC1)C1=C(C(=CC=C1)OC1=NC(=C(C=O)C=C1)OC)C)C 6-((3'-(5-formyl-6-methoxypyridin-2-yl)-2,2'-dimethyl-[1,1'-biphenyl]-3-yl)oxy)-2-methoxynicotinaldehyde